C(C)(C)(C)OC(NC1C2=CC=CC=C2CC12CCN(CC2)C2=CN=C1C(=N2)N(N=C1I)C1OCCCC1)=O (1'-(3-iodo-1-(tetrahydro-2H-pyran-2-yl)-1H-pyrazolo[3,4-b]pyrazin-6-yl)-1,3-dihydrospiro[inden-2,4'-piperidin]-1-yl)carbamic acid tert-butyl ester